C(C1=CC=CC=C1)C1=C2C(C(NC2=CC=C1)=O)(O)CC(=O)C1=CC=C(C=C1)CCCCCC benzyl-3-(2-(4-hexylphenyl)-2-oxoethyl)-3-hydroxyindol-2-one